(2-bromo-4-chlorophenyl)methanol BrC1=C(C=CC(=C1)Cl)CO